ClPN(C(C)C)C(C)C chloro-(diisopropylamino)phosphane